CC1=CC=C(C=C1)S(=O)(=O)O.ClC1=CC(=C(C=C1)[C@@]1(OC2=C(O1)C=CC=C2C2CCNCC2)C)F 4-[(2S)-2-(4-Chloro-2-fluorophenyl)-2-methyl-1,3-benzodioxol-4-yl]piperidine, p-toluenesulfonate Salt